tert-Butyl 2-[(7R)-11-chloro-7-ethyl-2-oxo-7,8-dihydro-2H-[3]benzoxocino[5,6-c]pyridin-3(5H)-yl]-3-[(2S)-tetrahydro-2H-pyran-2-yl]propanoate ClC=1C=CC2=C(C1)C=1C(=CN(C(C1)=O)C(C(=O)OC(C)(C)C)C[C@H]1OCCCC1)CO[C@@H](C2)CC